1-[5-methyl-6-(2-methylphenyl)pyrrolo[2,3-b]pyrazine-7-carbonyl]-3-(2-methylphenoxymethyl)piperidine CN1C(=C(C=2C1=NC=CN2)C(=O)N2CC(CCC2)COC2=C(C=CC=C2)C)C2=C(C=CC=C2)C